Cl.N1=CN=C(C2=C1NC=C2)N2CCSC(=C2)C(=O)N2C[C@@H]([C@@H](CC2)OC)N (4-(7H-pyrrolo[2,3-d]pyrimidin-4-yl)-3,4-dihydro-2H-1,4-thiazin-6-yl)((3S,4R)-3-amino-4-methoxypiperidin-1-yl)methanone hydrochloride